C1(=CC=CC=C1)P(=O)(C1=CC=C(C=C1)C1=CC(=C(C(=C1)OC)C=CC1=CCN(C2=CC=CC=C12)CC)OC)C1=CC=CC=C1 4-(2-(4'-(diphenylphosphinoyl)-3,5-dimethoxy-[1,1'-biphenyl]-4-yl)vinyl)-1-ethylquinoline